C(C)OC(=O)C1=NC=CC=C1C1=NOC(=N1)C12CCC(CC1)(CC2)I (5-(4-iodobicyclo[2.2.2]oct-1-yl)-1,2,4-oxadiazol-3-yl)pyridine-2-carboxylic acid ethyl ester